dioxolo[4,5-j]phenanthridine C1=CC=CC2=NC=C3C=C4C(=CC3=C12)OCO4